(6R,7R)-7-[(R)-2-amino-2-phenylacetamido]-3-chloro-8-oxo-5-thia-1-azabicyclo[4.2.0]oct-2-ene-2-carboxylic acid monohydrate O.N[C@@H](C(=O)N[C@H]1[C@H]2SCC(=C(N2C1=O)C(=O)O)Cl)C1=CC=CC=C1